(R)-N-(4-(4-methyl-5-oxo-4,5,6,7-tetrahydrothieno[3,2-b]pyridin-2-yl)-5,6,7,8-tetrahydroisoquinolin-8-yl)propanamide CN1C2=C(CCC1=O)SC(=C2)C2=CN=CC=1[C@@H](CCCC21)NC(CC)=O